(2-(4'-Fluoro-2'-(4-methyl-4H-1,2,4-triazol-3-yl)-[1,1'-biphenyl]-3-yl)imidazo[1,2-a]pyridin-7-yl)methanol FC1=CC(=C(C=C1)C1=CC(=CC=C1)C=1N=C2N(C=CC(=C2)CO)C1)C1=NN=CN1C